2-bromo-N-(dimethylaminomethylene)propanamide BrC(C(=O)N=CN(C)C)C